1-(5-bromopyridin-2-yl)-3-(4-methoxyphenyl)urea BrC=1C=CC(=NC1)NC(=O)NC1=CC=C(C=C1)OC